trans-3,4-Bis(azidomethyl)-1-tosylpyrrolidine N(=[N+]=[N-])C[C@@H]1CN(C[C@H]1CN=[N+]=[N-])S(=O)(=O)C1=CC=C(C)C=C1